C(C=C)(=O)OCC12C3(CCCC3C(CC1)C2)COC(C=C)=O tricyclo[5.2.1.02,6]decane-dimethanol diacrylate